FC1=CC=C(C=N1)C=1C=C2C(=NC1)N(C=N2)CC2=CC1=C(OC(CO1)C=1C=NC(=CC1)OC)C(=C2)OC 6-(6-Fluoropyridin-3-yl)-3-((8-methoxy-2-(6-methoxypyridin-3-yl)-2,3-dihydrobenzo[b][1,4]dioxin-6-yl)methyl)-3H-imidazo[4,5-b]pyridine